6-((6-aminopyrimidin-4-yl)amino)-8-methyl-2H-spiro[imidazo[1,5-a]pyridine-3,4'-piperidine]-1,5-dione dihydrochloride Cl.Cl.NC1=CC(=NC=N1)NC1=CC(=C2N(C1=O)C1(CCNCC1)NC2=O)C